NCC1=C(C=CC(=N1)NC)F 6-(aminomethyl)-5-fluoro-N-methylpyridin-2-amine